N-{2-[(3R,4R)-3-acetamido-4-hydroxypyrrolidin-1-yl]ethyl}carbamate C(C)(=O)N[C@@H]1CN(C[C@H]1O)CCNC([O-])=O